BrC1=CC=C2C(=N1)C(CN2C2=NC(=NC=C2)NC2=C(C=C(C(=C2)[N+](=O)[O-])N(C)CCN(C)C)OC)(C)C N1-(4-(5-Bromo-3,3-dimethyl-2,3-dihydro-1H-pyrrolo[3,2-b]pyridin-1-yl)pyrimidine-2-yl)-N4-(2-(dimethylamino)ethyl)-2-methoxy-N4-methyl-5-nitrobenzene-1,4-diamine